2-(4-(3-(2-(cyclopropanecarboxamido)isonicotinamido)pyridin-4-yl)phenoxy)ethyl methanesulfonate CS(=O)(=O)OCCOC1=CC=C(C=C1)C1=C(C=NC=C1)NC(C1=CC(=NC=C1)NC(=O)C1CC1)=O